NCCOCCOCCOCCOCCOCCOCCOCCOCCOCCNC(OC(C)(C)C)=O tert-butyl (29-amino-3,6,9,12,15,18,21,24,27-nonaoxanonacosyl)carbamate